C[N+]1(CCCCC1)C dimethyl-piperidinium